C(C)(C)(C)C1=CC(=NC=N1)N1C(C(=C(C1=O)OC)C)O 1-(6-t-butylpyrimidin-4-yl)-2-hydroxy-4-methoxy-3-methyl-2H-pyrrol-5-one